C1(=CC=CC=C1)NC(=O)C=1C(NC=CC1)=S N-phenyl-2-thioxo-1,2-dihydropyridine-3-carboxamide